2-amino-3-hydroxy-3-(4-methylsulfonylphenyl)propionic acid NC(C(=O)O)C(C1=CC=C(C=C1)S(=O)(=O)C)O